CSCCC(=O)OCC ethyl 3-(methylthio)propionate